C(N)(=O)C1CCC(CC1)N1C2=NC(=NC=C2N=C1NC1=C(C=C(C=C1F)Cl)Cl)N[C@H]1CN(CCC1)C(=O)OC (R)-methyl 3-(9-((1s,4S)-4-carbamoylcyclohexyl)-8-(2,4-dichloro-6-fluorophenylamino)-9H-purin-2-ylamino)piperidine-1-carboxylate